3-[2-[(3S)-5-[3-(benzenesulfonamido)phenyl]-3-hydroxypentoxy]phenyl]propanoic acid C1(=CC=CC=C1)S(=O)(=O)NC=1C=C(C=CC1)CC[C@@H](CCOC1=C(C=CC=C1)CCC(=O)O)O